BrC1=C2C=CN(C2=CC(=C1C(C1=CC(=NC=C1)C#N)O)F)[Si](C(C)C)(C(C)C)C(C)C 4-[(4-bromo-6-fluoro-1-triisopropylsilyl-indol-5-yl)-hydroxymethyl]pyridine-2-carbonitrile